BrC=1C=CC=2N(C3=CC=C(C=C3C2C1)Br)C1=CC=C(C=O)C=C1 4-(3,6-dibromo-9H-carbazol-9-yl)benzaldehyde